ClC=1C(=NC(=NC1)NC1=CC(=C(C=C1F)C1CCN(CC1)C1CS(C1)(=O)=O)C)NC1=NNC(=C1)C 3-(4-(4-((5-chloro-4-((5-methyl-1H-pyrazol-3-yl)amino)pyrimidin-2-yl)amino)-5-fluoro-2-methylphenyl)piperidin-1-yl)thietane 1,1-dioxide